6-Bromo-4-{4-[(3-chloro-2-hydroxyphenyl)methyl]piperazin-1-yl}-1-methyl-2-oxo-1,2-dihydro-1,5-naphthyridin-3-carbonitril BrC=1N=C2C(=C(C(N(C2=CC1)C)=O)C#N)N1CCN(CC1)CC1=C(C(=CC=C1)Cl)O